N-[3-ethyl-2-oxo-2,3-dihydro-4(1H)-quinazolinyliden]benzenecarboxamide C(C)N1C(NC2=CC=CC=C2C1=NC(=O)C1=CC=CC=C1)=O